benzothiophenyl alcohol S1C(=CC2=C1C=CC=C2)O